2-(2-((2-chlorophenyl)sulfonyl)-6-fluorophenyl)-1,3-dioxolane ClC1=C(C=CC=C1)S(=O)(=O)C1=C(C(=CC=C1)F)C1OCCO1